CN1CC2=CC=C(C=C2CC1)[N+](=O)[O-] 2-methyl-6-nitro-1,2,3,4-tetrahydroisoquinoline